4-phenyl-5,6-dihydro-7H-pyrrolo[3,4-b]pyridin-7-one C1(=CC=CC=C1)C1=C2C(=NC=C1)C(NC2)=O